CC(C)(C)[C@@H](CCC)N(NC(C1=C(C(=CC=C1)OC)CC)=O)C(C1=CC(=CC(=C1)C)C)=O N-[(1R)-1-(1,1-dimethylethyl)butyl]-N'-(2-ethyl-3-methoxybenzoyl)-3,5-dimethylbenzoyl-hydrazine